C12(CC(C1)C2)C(=O)N[C@@H](C(=O)N[C@H](C(=O)NC(C(=O)C(NC2CC2)=O)CC2C(NCC2)=O)CCC)CC2=CC=CC=C2 (2S)-2-[(2R)-2-{bicyclo[1.1.1]pentan-1-ylformamido}-3-phenylpropanamido]-N-[1-(cyclopropylcarbamoyl)-1-oxo-3-(2-oxopyrrolidin-3-yl)propan-2-yl]pentanamide